CS(=O)(=O)OCC=1N=NC(=C(C1)COC(C)(C)C)OC (5-(tert-butoxymethyl)-6-methoxypyridazin-3-yl)methyl methanesulfonate